3,4-dichloro-5-hydroxy-1-(thiophen-2-ylmethyl)-1H-pyrrol-2(5H)-one ClC=1C(N(C(C1Cl)O)CC=1SC=CC1)=O